N1(CCC1)CCCOC1=NC2=C(C(=C(C=C2C(=N1)N1C[C@H]2CC[C@@H](C1)N2)Cl)C2=CC(=CC1=CC=CC=C21)O)F 4-((R or S)-2-(3-(azetidin-1-yl)propoxy)-4-((1R,5S)-3,8-diazabicyclo[3.2.1]octan-3-yl)-6-chloro-8-fluoro-quinazolin-7-yl)naphthalen-2-ol